ClC1=C(C=CC=C1)NC(=O)C1=CN=C(S1)NC1=NC(=NC(=C1)N1CCN(CC1)CCO)C N-(2-chlorophenyl)-2-((6-(4-(2-hydroxyethyl)piperazin-1-yl)-2-methylpyrimidin-4-yl)amino)thiazole-5-carboxamide